1,3-dimethylbutylidene-N-phenylpropylamine CC(CC(C)C)=CCCNC1=CC=CC=C1